FC(=CC=C)C=C fluoro-vinyl-butadiene